CC1=CC=C(CCN2CCNCC2)C=C1 1-(4-methylphenethyl)-piperazine